1-amino-5-(2-boronoethyl)-2-hydroxy-2-methylcyclohexanecarboxylic acid hydrochloride Cl.NC1(C(CCC(C1)CCB(O)O)(C)O)C(=O)O